C1=C(C=CC=2OC3=C(C21)C=CC=C3)[C@@H](C)N 1R-dibenzofuran-2-ylethylamine